OC1=C(C=CC=C1)C(C1=CC(=C(C=C1)O)C)C1=CC(=C(C=C1)O)C 4,4'-[(2-hydroxyphenyl)methylene]bis[2-methylphenol]